ClC1=NC=2N(C(=C1)N(C)CC1=CC=C(C=C1)OC)N=CC2NC(N)=O 3-(5-chloro-7-((4-methoxybenzyl)(methyl)amino)pyrazolo[1,5-a]Pyrimidin-3-yl)urea